C(C)(C)(C)N(C)CC=1N=NN(C1)[C@H](C(=O)N1[C@@H](C[C@H](C1)O)C(=O)NC)C(C)(C)C (2S,4R)-1-[(2S)-2-[4-[[tert-butyl(methyl)amino]methyl]triazol-1-yl]-3,3-dimethyl-butanoyl]-4-hydroxy-N-methyl-pyrrolidine-2-carboxamide